O=P ketophosphine